CC=1C=C(C=C(C1)C)P(C1=C(C(=NC(=C1)OC)OC)C=1C(=NC(=CC1P(C1=CC(=CC(=C1)C)C)C1=CC(=CC(=C1)C)C)OC)OC)C1=CC(=CC(=C1)C)C 4,4'-Bis(bis(3,5-dimethylphenyl)phosphino)-2,2',6,6'-tetra-methoxy-3,3'-bipyridine